C(C)(C)(C)C=1C=CC(=C(C1)S(=O)(=O)N)OC 5-tert-butyl-2-methoxybenzene-1-sulfonamide